C1(CC=CC1)C(=O)O Cyclopent-3-ene-1-carboxylic acid